C(C)N1[C@H]2CN(C[C@@H]1CC2)C=2C=CC(=C(C(=O)N)C2)C 5-[(1R,5S)-8-ethyl-3,8-diazabicyclo[3.2.1]oct-3-yl]-2-methyl-benzamide